BrC1=C(C=C2CNC(C2=C1)=O)OCC=1N=C(SC1)C 6-bromo-5-((2-methylthiazol-4-yl)methoxy)isoindolin-1-one